(3R,4S)-1-(4-((5-isopropyl-8-(3-((methylsulfonyl)meth-yl)azetidin-1-yl)isoquinolin-3-yl)amino)pyrimidin-2-yl)-4-methoxypiperidin-3-ol C(C)(C)C1=C2C=C(N=CC2=C(C=C1)N1CC(C1)CS(=O)(=O)C)NC1=NC(=NC=C1)N1C[C@H]([C@H](CC1)OC)O